COC(=O)C1=NC(=C(C(=C1Cl)N)F)C1=CC=C2C=CNC2=C1F Methyl-4-amino-3-chloro-5-fluoro-6-(7-fluoro-1H-indol-6-yl)pyridin-2-carboxylat